The molecule is a docosanoid anion that is the conjugate base of 7,17-dihydroxy-(8Z,15E,19Z)-docosa-8,10,13,15,19-pentaenoic acid, obtained by deprotonation of the carboxy group; major species at pH 7.3. It is a docosanoid anion and a hydroxy polyunsaturated fatty acid anion. It is a conjugate base of a 7,17-dihydroxy-(8Z,15E,19Z)-docosa-8,10,13,15,19-pentaenoic acid. CC/C=C\\CC(/C=C/C=CCC=C/C=C\\C(CCCCCC(=O)[O-])O)O